O[C@@H](CO)[C@H]1OC(C(=C1[O-])O)=O.O=C1C(O)=C(O)[C@H](O1)[C@@H](O)CO.[Na+] sodium ascorbate (2R)-2-[(1S)-1,2-dihydroxyethyl]-4-hydroxy-5-oxo-2H-furan-3-olate